C1(=C(C=CC=C1)NC1=CC=2C(C3=CC=CC=C3C2C=C1)(C1=CC=CC=C1)C1=CC=CC=C1)C1=CC=CC=C1 N-[1,1'-biphenyl]-2-yl-9,9-diphenyl-9H-fluorene-2-amine